quinolin-4-yl-N-(3-{2-[2-(2-aminoethoxy)ethoxy]ethoxy}propionyl)-L-alpha-asparaginyl-L-prolyl-L-valine N1=CC=C(C2=CC=CC=C12)N([C@@H](CC(=O)N1[C@@H](CCC1)C(=O)N[C@@H](C(C)C)C(=O)O)C(N)=O)C(CCOCCOCCOCCN)=O